C(C)(C)(C)OC(NCCCOC1=NC=CC(=C1C(C)=O)OC)=O {3-[(3-acetyl-4-methoxypyridin-2-yl)oxy]propyl}carbamic acid tert-butyl ester